N1C(=CC2=CC=CN=C12)C(=O)N 7-azaindole-2-carboxamide